BrC1=CC(=C(C(=C1)OC)[C@H]1[C@@H](CCC(=C1)C)C(C([2H])([2H])[2H])=O)OC 1-((1R,2R)-4'-bromo-2',6'-dimethoxy-5-methyl-1,2,3,4-tetrahydro-[1,1'-biphenyl]-2-yl)ethan-1-one-2,2,2-d3